4-piperazinedibutylamine tert-Butyl-(R)-(3-(trifluoromethyl)-5,6,7,8-tetrahydro-1,6-naphthyridin-8-yl)carbamate C(C)(C)(C)N(C(O)=O)[C@@H]1CNCC=2C=C(C=NC12)C(F)(F)F.N1(CCN(CC1)CCCCN)CCCCN